C(CC)C1CCC(CC1)NC(=O)C1=CC(=CC(=C1)C(=O)NC1CCC(CC1)CCC)C(=O)NC1CCC(CC1)CCC 1,3,5-benzenetricarboxylic acid, tris(4-n-propylcyclohexylamide)